octahydro-4,7-methylene-indene C1C2C3CCCC3C1CC2